Isopropyl (1S,3S)-3-((6-(4-(hydroxymethyl)-3-methylisoxazol-5-yl)pyridin-3-yl)oxy)cyclohexane-1-carboxylate OCC=1C(=NOC1C1=CC=C(C=N1)O[C@@H]1C[C@H](CCC1)C(=O)OC(C)C)C